C(C1=CC=CC=C1)C=1C(=NC=C(N1)C1=CC=C(C=C1)OCC1=CC=CC=C1)N[C@@H](CC1=CC=CC=C1)C(=O)OCC Ethyl (3-benzyl-5-(4-(benzyloxy)phenyl)pyrazin-2-yl)phenylalaninate